CO[Si](CCCN1CCN(CC1)CCC[Si](OC)(OC)OC)(OC)OC 1,4-bis-[3-(trimethoxysilyl)propyl]-piperazine